C(CCCCCCCCCCCCCCC(C)C)(=O)OC(C)C iso-propyl isostearate